COC1=C(C=C2C(=CC=NC2=C1)NC1=CC(=CC(=C1)N1CCCC1)OC)C(=O)N 7-Methoxy-4-((3-methoxy-5-(pyrrolidin-1-yl)phenyl)amino)quinoline-6-carboxamide